3-(trimethylsilyl)propanol C[Si](CCCO)(C)C